NC1=C(SC2=NC(=CC=C21)C)C(=O)NC2CC=1C=C(C(=NC1CC2)N2CCN(CC2)C(=O)OC(C)(C)C)F Tert-Butyl 4-(6-[3-amino-6-methylthieno[2,3-b]pyridine-2-amido]-3-fluoro-5,6,7,8-tetrahydroquinolin-2-yl)piperazine-1-carboxylate